ClC1=C(C=C(C=C1)C1=NN(C=C1)C)CNC1=NN2C(NC(=CC2=O)C)=N1 2-[[2-chloro-5-(1-methyl-pyrazol-3-yl)phenyl]methylamino]-5-methyl-4H-[1,2,4]triazolo[1,5-a]pyrimidin-7-one